1-(3-(4-methylpiperazin-1-yl)benzyl)-1H-benzo[d]imidazol-2(3H)-one CN1CCN(CC1)C=1C=C(CN2C(NC3=C2C=CC=C3)=O)C=CC1